BrC1=C2C=NN(C2=CC2=C1[C@@H](CCC2)C#C)C2OCCCC2 (5S)-4-bromo-5-ethynyl-1-(tetrahydro-2H-pyran-2-yl)-5,6,7,8-tetrahydro-1H-benzo[f]indazole